N-(4-((2-(2,6-Dioxopiperidin-3-yl)-1,3-dioxoisoindolin-5-yl)amino)butyl)-2-(4-(4-(5-(2-Fluoro-6-methoxyphenyl)-1H-pyrazolo[4,3-d]pyrimidin-3-yl)phenyl)piperazin-1-yl)acetamid O=C1NC(CCC1N1C(C2=CC=C(C=C2C1=O)NCCCCNC(CN1CCN(CC1)C1=CC=C(C=C1)C1=NNC2=C1N=C(N=C2)C2=C(C=CC=C2OC)F)=O)=O)=O